C(C1=CC=CC=C1)N1C2(C3=CC=CC(=C3CC1)N1N=CC(=C1C(F)(F)F)C(=O)NC1=CC(=NC=C1)C(F)(F)F)CC2 (2'-benzyl-3',4'-dihydro-2'H-spiro[cyclopropane-1,1'-isoquinoline]-5'-yl)-5-(trifluoromethyl)-N-(2-(trifluoromethyl)pyridin-4-yl)-1H-pyrazole-4-carboxamide